N(=[N+]=[N-])CCOCCOCC(=O)O 2-(2-azidoethoxy)ethoxyacetic acid